2-phenyl-6-bromo-1,4-naphthoquinone C1(=CC=CC=C1)C=1C(C2=CC=C(C=C2C(C1)=O)Br)=O